6-(1-ethoxyvinyl)-quinoline-4-carboxylic acid methyl ester COC(=O)C1=CC=NC2=CC=C(C=C12)C(=C)OCC